C(#N)C=1C=CC(=C(C(=O)NC23CC(C2)(C3)C(F)(F)F)C1)NS(=O)(=O)C(C)(C)C 5-cyano-2-((1,1-dimethylethyl)sulfonamido)-N-(3-(trifluoromethyl)bicyclo[1.1.1]pentan-1-yl)benzamide